C(C=C)(=O)NC=1C=C2C=C(C=C(C2=CC1)N1CCN(CC1)C(=O)N(C)C)S(NC1(CC1)C)(=O)=O 4-(6-acrylamido-3-(N-(1-methylcyclopropyl)sulfamoyl)naphthalen-1-yl)-N,N-dimethylpiperazine-1-carboxamide